2,4-difluoro-3-[[(3-methyl-1-[[2-(trimethylsilyl)ethoxy]methyl]pyrazolo[3,4-b]pyridin-5-yl)oxy]methyl]aniline FC1=C(N)C=CC(=C1COC=1C=C2C(=NC1)N(N=C2C)COCC[Si](C)(C)C)F